NC1CN(CCOC1)C(=O)OC(C)(C)C tert-butyl 6-amino-1,4-oxazepan-4-carboxylate